IC1=CC(=C(C(=O)NC=2C3=C(SC2)C=CC(=C3)C(F)(F)F)C=C1)N1CCC3(CC3)CC1 4-iodo-2-(6-azaspiro[2.5]octane-6-yl)-N-(5-(trifluoromethyl)benzo[b]thiophen-3-yl)benzamide